N-[(S)-1-(2,6-dimethyl-4-pyridyl)-2-methoxyethyl]-4-{(S)-1,7-diaza-7-spiro[4.4]nonyl}-5-(3,4,5-trifluorophenyl)nicotinamide CC1=NC(=CC(=C1)[C@@H](COC)NC(C1=CN=CC(=C1N1C[C@]2(CCCN2)CC1)C1=CC(=C(C(=C1)F)F)F)=O)C